tert-butyl 4-(4-(sec-butyl)phenethyl)piperidine-1-carboxylate C(C)(CC)C1=CC=C(CCC2CCN(CC2)C(=O)OC(C)(C)C)C=C1